ClC1=C(C(=CC=C1)C#N)C1(CC1)C(=O)O 1-(2-chloro-6-cyanophenyl)cyclopropane-1-carboxylic acid